(3-methacryloxy)propylsulfonic acid C(C(=C)C)(=O)OCCCS(=O)(=O)O